5-(thiophen-2-carbonyl)indolizine S1C(=CC=C1)C(=O)C=1N2C=CC=C2C=CC1